FC=1C(=NC=C(C1)Cl)O[C@@H](CNC1=NC(=NC(=C1Cl)CC)C)C |r| (RS)-N-(2-((3-fluoro-5-chloropyridin-2-yl)oxy)propyl)-5-chloro-2-methyl-6-ethylpyrimidin-4-amine